2-(4-chloro-3,5-dimethyl-phenyl)-pyrazine ClC1=C(C=C(C=C1C)C1=NC=CN=C1)C